S(OC=1C=C2C(=NC1)N(C(=C2)Br)C2C(NC(CC2)=O)=O)(=O)(=O)F bromo-1-(2,6-dioxopiperidin-3-yl)-1H-pyrrolo[2,3-b]pyridin-5-yl sulfurofluoridate